pentyloxy-carbonyl-5'-deoxy-5-fluorocytidine C(CCCC)OC(=O)[C@@]1([C@H](O)[C@H](O)[C@@H](C)O1)N1C(=O)N=C(N)C(=C1)F